N1(CN(CN(C1)CCCN)CCCN)CCCN 1,3,5-triazine-1,3,5(2H,4H,6H)-tripropanamine